1-chloro-2-fluoro-4-iodo-3-methoxy-5-methylbenzene ClC1=C(C(=C(C(=C1)C)I)OC)F